FC=1C=C(OC=2C=CC(=NC2)NC(CC)=O)C=CC1F N-(5-(3,4-difluorophenoxy)pyridin-2-yl)propanamide